[Si](C1=CC=CC=C1)(C1=CC=CC=C1)(C(C)(C)C)OCCCNC(=O)[C@H]1N(CC[C@H](C1)O)C(=O)OC(C)(C)C tert-butyl (2S,4R)-2-((3-((tert-butyldiphenylsilyl)oxy)propyl)carbamoyl)-4-hydroxypiperidine-1-carboxylate